O=C1N(CC2=CC=CC=C12)N1C(CCCC1=O)=O 1-oxo-isoindoline-2-yl-piperidine-2,6-dione